hydrogen carbonate C(O)([O-])=O